C(C=CC=CCCCCC)(=O)OCC 2,4-decadienoic acid, ethyl ester